2-((3-aminopyrrolidin-1-yl)methyl-5-(3,4-dimethylphenyl)-1H-pyrrolo[2,3-c]pyridin-4-yl)-2-fluorobenzonitrile NC1CN(CC1)CN1C=CC=2C1=CN=C(C2C2(C(C#N)C=CC=C2)F)C2=CC(=C(C=C2)C)C